CC=1N=C(SC1C)C(=O)N[C@H](C(=O)NC=1C(N(C=CC1)CC(=O)NC1C2CC3CC(CC1C3)C2)=O)CCC(C(=O)NC)=O (S)-2-(4,5-Dimethylthiazol-2-carboxamido)-N1-(1-(2-(2-adamantylamino)-2-oxoethyl)-2-oxo-1,2-dihydropyridin-3-yl)-N6-methyl-5-oxohexandiamid